OC1=CC=C(C=C1)CNC(=O)C1(CC2=CC=CC=C2C1)CC(=O)O 2-[2-[(4-hydroxyphenyl)methylcarbamoyl]indan-2-yl]acetic acid